2-Ethylsulfanyl-N-[(3-fluorophenyl)-methyl]-4-methyl-6-(methyl-pyridin-2-yl-amino)-pyridine-3-carboxylic acid amide C(C)SC1=NC(=CC(=C1C(=O)NCC1=CC(=CC=C1)F)C)N(C1=NC=CC=C1)C